PHENYLCYCLOPENTANE C1(=CC=CC=C1)C1CCCC1